ClC=1C(=NC=CC1)C(Cl)(Cl)Cl 3-chloro-2-(trichloromethyl)pyridine